(3aR,6aR)-hexahydro-5-[(1R)-1-phenylethyl]pyrrolo[3,4-c]pyrrol-1(2H)-one C1(=CC=CC=C1)[C@@H](C)N1C[C@H]2[C@@H](C1)CNC2=O